C(#N)C=1C=NN2C1C(=CC(=C2)C=2C=NN(C2)C)C=2CN(CC2)C(=O)N[C@H](C)C=2C=NC(=CC2)OC (R)-3-(3-cyano-6-(1-methyl-1H-pyrazol-4-yl)pyrazolo[1,5-a]pyridin-4-yl)-N-(1-(6-methoxypyridin-3-yl)ethyl)-2,5-dihydro-1H-pyrrole-1-carboxamide